tertiarybutyl peroxybenzoate C(C1=CC=CC=C1)(=O)OOC(C)(C)C